(S)-2-(4-cyclopropyl-3-(2-(azetidin-1-yl)ethyl)-6-oxopyridazin-1(6H)-yl)-4-methylpentanoic acid C1(CC1)C=1C(=NN(C(C1)=O)[C@H](C(=O)O)CC(C)C)CCN1CCC1